C(=O)(O)C1=CC=C(C=C1)N1N=NN=C1S 1-(4-carboxyphenyl)-5-mercapto-1H-tetrazole